NC1=NC=C(C=C1C=1C=C2CCNC(C2=CC1)=O)C1=CC=C(C=C1)C1CNCCO1 6-(2-amino-5-(4-(morpholin-2-yl)phenyl)pyridin-3-yl)-3,4-dihydroisoquinolin-1(2H)-one